isononacosylurea C(CCCCCCCCCCCCCCCCCCCCCCCCCC(C)C)NC(=O)N